2-(((1R)-1-(3,6-dimethyl-2-(4-((1-methylpyrrolidin-3-yl)oxy)phenyl)-4-oxo-4H-chromen-8-yl)ethyl)amino)benzoic acid CC1=C(OC2=C(C=C(C=C2C1=O)C)[C@@H](C)NC1=C(C(=O)O)C=CC=C1)C1=CC=C(C=C1)OC1CN(CC1)C